C(C)C(COC(C(CC(=O)OCC(CCCC)CC)S(=O)(=O)[O-])=O)CCCC.[Na+] sodium 1,4-bis(2-ethylhexyl oxy)-1,4-dioxobutane-2-sulfonate